NC=1C=2N(C(=CN1)Cl)C(=NC2C2=CC=C(C=C2)[C@@](C)(C2=CC(=CC=C2)CC(F)(F)F)O)[C@H]2CN1C(CC[C@@H]1CC2)=O (6R,8aS)-6-[8-Amino-5-chloro-1-(4-{(1S)-1-hydroxy-1-[3-(2,2,2-trifluoroethyl)phenyl]ethyl}-phenyl)imidazo[1,5-a]pyrazin-3-yl]hexahydroindolizin-3(2H)-on